NCC1=CC=C(C=C1)NC(=O)C1=CC2=C(OCCC3=C2SC=C3)C=C1C=1C(=NC(=CC1)C(NCC1CCC1)=O)C(=O)O 3-(9-((4-(aminomethyl)phenyl)carbamoyl)-4,5-dihydrobenzo[b]thieno[2,3-d]oxepin-8-yl)-6-((cyclobutylmethyl)carbamoyl)picolinic acid